2-Fluoro-6-(4-methoxy-3-nitro-phenoxy)-3-(trifluoromethyl)-pyridine FC1=NC(=CC=C1C(F)(F)F)OC1=CC(=C(C=C1)OC)[N+](=O)[O-]